C(CCCC)NCCN N-pentylethane-1,2-diamine